methyl 5-bromo-4-((tert-butoxycarbonyl)amino)-2-fluorobenzoate BrC=1C(=CC(=C(C(=O)OC)C1)F)NC(=O)OC(C)(C)C